5-((2-aminopyrimidin-5-yl)ethynyl)-N-(4-((4-methylpiperazin-1-yl)methyl)-3-(trifluoromethyl)phenyl)nicotinamide NC1=NC=C(C=N1)C#CC=1C=NC=C(C(=O)NC2=CC(=C(C=C2)CN2CCN(CC2)C)C(F)(F)F)C1